5-bromo-4-ethyl-1-methylpyridin-2(1H)-one BrC=1C(=CC(N(C1)C)=O)CC